5-((1-(2,3-Dihydro-1H-pyrrolizin-6-yl)-2-oxo-1,2-dihydropyridin-3-yl)amino)-N-((1R,2R)-2-methoxycyclobutyl)-7-(methylamino)pyrazolo[1,5-a]pyrimidine-3-carboxamide C1CCN2C=C(C=C12)N1C(C(=CC=C1)NC1=NC=2N(C(=C1)NC)N=CC2C(=O)N[C@H]2[C@@H](CC2)OC)=O